BrC1=CN=C2N1C=C(C=C2)C(=O)Cl 3-bromoimidazo[1,2-a]pyridine-6-carbonyl chloride